BrC1=CC=C(C=C1)C\C(\C(=O)O)=N/OC1OCCCC1 (E)-3-(4-bromophenyl)-2-(((tetrahydro-2H-pyran-2-yl)oxy)imino)propanoic acid